COC(=O)C=1N(C2=C(C(=CC=C2C1CCC(=O)OC)Cl)C=1C(=NN(C1C)C)COCC1=NN(C(=C1)CCl)C)C 6-chloro-7-(3-(((5-(chloromethyl)-1-methyl-1H-pyrazol-3-yl)methoxy)methyl)-1,5-dimethyl-1H-pyrazol-4-yl)-3-(3-methoxy-3-oxopropyl)-1-methyl-1H-indole-2-carboxylic acid methyl ester